N,N',N''-trimethacryloyldiethylenetriamine C(C(=C)C)(=O)NCCN(CCNC(C(=C)C)=O)C(C(=C)C)=O